(5-(methylsulfonyl)-2-(4,4,5,5-tetramethyl-1,3,2-dioxaborolan-2-yl)phenyl)methanol CS(=O)(=O)C=1C=CC(=C(C1)CO)B1OC(C(O1)(C)C)(C)C